1-bromo-8,8-dimethyl-10-propyl-7,9,11-trioxa-8-silatricosane BrCCCCCCO[Si](OC(OCCCCCCCCCCCC)CCC)(C)C